2-(trichloromethyl)-3H-benzimidazole-4-carbonitrile ClC(C=1NC2=C(N1)C=CC=C2C#N)(Cl)Cl